triethylene glycol mono-n-butyl ether C(CCC)OCCOCCOCCO